CC=1C(=C2C=NN(C2=CC1)C1OCCCC1)B(O)O (5-methyl-1-tetrahydropyran-2-yl-indazol-4-yl)boronic acid